C(C)(C)(C)OC(CN1C=CC=2C1=NC=C(C2Cl)C(=O)OC)=O methyl 1-(2-(tert-butoxy)-2-oxoethyl)-4-chloro-1H-pyrrolo[2,3-b]pyridine-5-carboxylate